2-ethylhexyl (methyl)acrylate CC(C(=O)OCC(CCCC)CC)=C